(R)-2-(3-((6-(2-methoxy-4-(trifluoromethyl)phenyl)-5-methylpyridazin-3-yl)thio)piperidin-1-yl)ethan-1-ol COC1=C(C=CC(=C1)C(F)(F)F)C1=C(C=C(N=N1)S[C@H]1CN(CCC1)CCO)C